FC(F)(F)S(=O)CC1=C(C=CC=C1)Cl 2-chlorobenzyl trifluoromethyl sulfoxide